5,10,15,20-tetrakis(4-sulfophenyl)porphyrin iron (III) chloride [Fe](Cl)(Cl)Cl.S(=O)(=O)(O)C1=CC=C(C=C1)C=1C2=CC=C(N2)C(=C2C=CC(C(=C3C=CC(=C(C=4C=CC1N4)C4=CC=C(C=C4)S(=O)(=O)O)N3)C3=CC=C(C=C3)S(=O)(=O)O)=N2)C2=CC=C(C=C2)S(=O)(=O)O